ClC1=NC=C(C(=C1)C1=C(C=NC(=C1)COC)C(=O)OCC)OC ethyl 2'-chloro-5'-methoxy-6-(methoxymethyl)-(4,4'-bipyridine)-3-carboxylate